1-(2,6-dichlorophenyl)-4-((4-(1-methyl-1H-imidazol-2-yl)phenyl)amino)-1H-pyrazole-3-carboxamide ClC1=C(C(=CC=C1)Cl)N1N=C(C(=C1)NC1=CC=C(C=C1)C=1N(C=CN1)C)C(=O)N